1-ethynyl-3,3-difluorocyclobutan-1-amine bistriflate OS(=O)(=O)C(F)(F)F.OS(=O)(=O)C(F)(F)F.C(#C)C1(CC(C1)(F)F)N